8-(1,1-difluoro-5-azaspiro[2.4]heptan-5-yl)-6-methyl-N-(1-(2-methyl-2-azaspiro[3.3]heptan-6-yl)-1H-pyrazol-4-yl)pyrido[3,4-d]pyrimidin-2-amine FC1(CC12CN(CC2)C2=NC(=CC1=C2N=C(N=C1)NC=1C=NN(C1)C1CC2(CN(C2)C)C1)C)F